O=C(C(=O)[O-])CC(C)C ketoisocaproic acid anion